4-amino-N'-(bicyclo[1.1.1]pentane-1-carbonyl)-1-methyl-N-((5-(trifluoromethyl)pyridin-2-yl)methyl)-1H-pyrazolo[4,3-c]quinoline-8-carbohydrazide NC1=NC=2C=CC(=CC2C2=C1C=NN2C)C(=O)N(NC(=O)C21CC(C2)C1)CC1=NC=C(C=C1)C(F)(F)F